tert-butyl 3-(((benzyloxy)carbonyl)(methyl)amino)-3-methylpyrrolidine-1-carboxylate C(C1=CC=CC=C1)OC(=O)N(C1(CN(CC1)C(=O)OC(C)(C)C)C)C